CN(C(C=C)=O)CC(=O)O 2-(N-methylpropan-2-enamido)acetic acid